1,1,3,3-tetramethyl-butyl n-octyl ether C(CCCCCCC)OC(CC(C)(C)C)(C)C